5-bromo-2-(bromomethyl)-1,3-oxazole BrC1=CN=C(O1)CBr